Cl.Cl.ClC1=C(C=CC=C1)[C@]1([C@@H](CCCC1)NCCC1=CC(=C(C=C1)OC)OC)NC Trans-(1R,2R)-1-(2-chlorophenyl)-N2-(3,4-dimethoxyphenethyl)-N1-methyl-cyclohexane-1,2-diamine dihydrochloride